C(CCCCCCCCCCC)C1=CC2=C(NN=N2)C=C1 5-dodecyl-benzotriazole